C(C)(C)(C)OC(=O)N[C@@H](C(=O)OC)CC(C(C)=O)C1=CC(=CC=C1)Cl Methyl (2R)-2-((tert-butyloxycarbonyl)amino)-4-(3-chlorophenyl)-5-oxohexanoate